2-amino-4-[4-[(2S,5r)-2,5-dimethylpiperazin-1-yl]-2-[[(2S)-1,2-dimethylpyrrolidin-2-yl]methoxy]-8-fluoro-6-(trifluoromethyl)quinazolin-7-yl]-7-fluoro-benzothiophene-3-carbonitrile NC=1SC2=C(C1C#N)C(=CC=C2F)C2=C(C=C1C(=NC(=NC1=C2F)OC[C@]2(N(CCC2)C)C)N2[C@H](CN[C@@H](C2)C)C)C(F)(F)F